tert-butyl 4-(6-oxo-5-((6-(trifluoromethyl)pyrazin-2-yl)methyl)-5,6-dihydropyrido[2,3-b]pyrazin-7-yl)piperidine-1-carboxylate O=C1C(=CC=2C(=NC=CN2)N1CC1=NC(=CN=C1)C(F)(F)F)C1CCN(CC1)C(=O)OC(C)(C)C